FC=1C=C(N)C=CC1OC 3-fluoro-4-methoxy-aniline